[Se-2].[Se-2].[La+3] Lanthanum diselenide